ClC1=CC=C(CNC(=O)NC2CC3(C2)CC(C3)CC3=NC=CC=N3)C=C1 1-(4-chlorobenzyl)-3-(6-(pyrimidin-2-ylmethyl)spiro[3.3]hept-2-yl)urea